N-(5-(3-(4-(tert-butyl)phenyl)-8-oxo-5,8-dihydro-1,7-naphthyridin-7(6H)-yl)-2-((2-methoxyethoxy)methoxy)phenyl)methanesulfonamide C(C)(C)(C)C1=CC=C(C=C1)C=1C=NC=2C(N(CCC2C1)C=1C=CC(=C(C1)NS(=O)(=O)C)OCOCCOC)=O